C1(CCCC1)NC1=CC=C(C=C1)[C@@H]1N(CCC[C@@H]1C(=O)NC1=CC(=C(C=C1)C)C(F)(F)F)C1=NC=NC2=CC=CC=C12 (2R,3S)-2-[4-(cyclopentylamino)phenyl]-N-[4-methyl-3-(trifluoromethyl)phenyl]-1-quinazolin-4-yl-piperidine-3-carboxamide